(6-(3-oxo-dihydro-1H-pyrrolo[1,2-c]imidazol-2(3H)-yl)-2-azabicyclo[2.2.1]heptane-2-yl)-5-((4-(piperidin-4-yl)phenyl)amino)-1,2,4-triazine-6-carboxamide O=C1N(CC=2N1CCC2)C2CC1CN(C2C1)C=1N=NC(=C(N1)NC1=CC=C(C=C1)C1CCNCC1)C(=O)N